O(C1=CC=CC=C1)C(=O)CCC1(C2=CC=CC=C2C=2C=CC=CC12)CC1(C2=CC=CC=C2C=2C=CC=CC12)CCC(=O)OC1=CC=CC=C1 bis(9-(2-phenoxycarbonylethyl)fluoren-9-yl)methane